O=C1N(CCC(C1)C(=O)OC)C1CCN(CC1)C(=O)OC(C)(C)C 1'-(tert-butyl) 4-methyl 2-oxo-[1,4'-bipiperidine]-1',4-dicarboxylate